CC=1C(=NC=C(N1)C(F)(F)F)S(=O)(=O)N1CC2(CN(C2)C(=O)OC(C)(C)C)C1 tert-butyl 6-((3-methyl-5-(trifluoromethyl)pyrazin-2-yl)sulfonyl)-2,6-diazaspiro[3.3]heptane-2-carboxylate